FC=1C=CC2=C(NC(=NS2(=O)=O)NCC2=NC=CC=C2F)C1[C@H](C)C1=C(C=CC=C1)F (R)-6-fluoro-5-(1-(2-fluorophenyl)ethyl)-3-(((3-fluoropyridin-2-yl)methyl)amino)-4H-benzo[e][1,2,4]thiadiazine 1,1-dioxide